ethyl alpha-hydroxynervonate OC(C(=O)OCC)CCCCCCCCCCCC\C=C/CCCCCCCC